C(C)\C(=C(/C(=O)O)\C#N)\OCC (E)-ethyl-2-cyano-3-ethoxyacrylic acid